C(CCCCC)[C@@H]1C(O[C@H]1C[C@@H](CCCCCCCCCCC)O)=O (3s,4s)-3-hexyl-4-[(2R)-2-hydroxytridecyl]-2-oxetanone